2-(3-ethylpentanoylamino)-4-[2-methylsulfonylethyl-[4-(5,6,7,8-tetrahydro-1,8-naphthyridin-2-yl)butyl]amino]butanoic acid C(C)C(CC(=O)NC(C(=O)O)CCN(CCCCC1=NC=2NCCCC2C=C1)CCS(=O)(=O)C)CC